2,4,6-trimethylbenzoyl-di-p-tolylphosphine oxide CC1=C(C(=O)P(C2=CC=C(C=C2)C)(C2=CC=C(C=C2)C)=O)C(=CC(=C1)C)C